4-[({3-[(5,5-dimethyl-1,4-dioxan-2-yl)methoxy]pyridin-4-yl}methyl)amino]-N-(3-fluoro-2-methoxyphenyl)-2-oxo-1,2,5,6-tetrahydropyridine-3-carbothioamide CC1(OCC(OC1)COC=1C=NC=CC1CNC1=C(C(NCC1)=O)C(NC1=C(C(=CC=C1)F)OC)=S)C